2,3-dihydrotryptamine-2-al NCCC1C(NC2=CC=CC=C12)C=O